BrC1=C(C=C(C(=C1)Cl)Cl)C(CO[Si](C)(C)C(C)(C)C)(F)F [2-(2-bromo-4,5-dichloro-phenyl)-2,2-difluoro-ethoxy]-tert-butyl-dimethyl-silane